3-(1-ethyl-3,3,5,7-tetramethyloctahydrobenzo[c]isoxazol-5-yl)-4-methylbenzonitrile C(C)N1OC(C2C1C(CC(C2)(C)C=2C=C(C#N)C=CC2C)C)(C)C